ClC=1C=C2C(=CC1)NC(C21CCN(CC1)CCOC1=CC=C(C=C1)[S@@](=O)(=NC)C)=O (R)-5-chloro-1'-(2-{4-[methyl(methylimino)oxo-sulfanyl]phenoxy}ethyl)-1,2-dihydrospiro[indole-3,4'-piperidin]-2-one